3-(3-(4-(Chloromethyl)phenyl)-5-(5-methoxypyrazin-2-yl)-3H-imidazo[4,5-b]pyridin-2-yl)pyridin-2-amine ClCC1=CC=C(C=C1)N1C(=NC=2C1=NC(=CC2)C2=NC=C(N=C2)OC)C=2C(=NC=CC2)N